3,7-dibromo-10-(2-morpholinoethyl)-10H-phenoxazine BrC=1C=CC=2N(C3=CC=C(C=C3OC2C1)Br)CCN1CCOCC1